4-(1-propionylindolin-5-yl)-N-(pyridin-4-ylmethyl)benzamide C(CC)(=O)N1CCC2=CC(=CC=C12)C1=CC=C(C(=O)NCC2=CC=NC=C2)C=C1